6-(4-((2,6-diazaspiro[3.3]heptan-2-yl)methyl)phenyl)-1,4-dimethyl-2-(4-(methylsulfonyl)phenyl)-1H-benzo[d]imidazole 2-((1H-imidazole-1-carbonyl)oxy)propane-1,3-diyl-dipentanoate N1(C=NC=C1)C(=O)OC(CCCCCC(=O)O)CCCCCC(=O)O.C1N(CC12CNC2)CC2=CC=C(C=C2)C=2C=C(C1=C(N(C(=N1)C1=CC=C(C=C1)S(=O)(=O)C)C)C2)C